FC1=C(C=CC(=C1F)F)C=1SC=C(N1)COCCCCCCN1C[C@@H]([C@H]([C@@H]([C@H](C1)O)O)O)O (3S,4R,5R,6S)-1-(6-{[2-(2,3,4-trifluorophenyl)-1,3-thiazol-4-yl]methoxy}hexyl)-3,4,5,6-azepanetetrol